CCCCC/C=C\CCCCCCCC(=O)OC[C@H](COP(=O)(O)OC[C@@H](C(=O)O)N)OC(=O)CCCC/C=C\C/C=C\C/C=C\C/C=C\CC 1-(9Z-pentadecenoyl)-2-(6Z,9Z,12Z,15Z-octadecatetraenoyl)-glycero-3-phosphoserine